4-{[(1r,2s,5s)-6-(fluoromethyl)-4-oxo-3-azabicyclo[3.1.0]hex-2-yl]methoxy}-6-methoxyquinoline-7-carboxamide FCC1[C@H]2C(N[C@@H]([C@@H]12)COC1=CC=NC2=CC(=C(C=C12)OC)C(=O)N)=O